[Co+2].C(C)OC=1C=C(C=CC1)CC(CC1=CC(=CC=C1)OCC)O 1,3-bis(3-ethoxyphenyl)propan-2-ol Cobalt (ii)